P1(=O)(OC2=C(C(=CC=C2)C(C)(C)C)O1)[O-] tert-butylbenzenedi-yl phosphate